O.C(CCCCCCCCCCCCCCC)N1CC=CC=C1 1-hexadecylpyridine monohydrate